CN(C(OC1=C2N(NC=C1)C=CN=C2)=O)C pyrazino[1,2-b]pyridazin-4-yl dimethylcarbamate